N-tert-butyl-1,1-dimethylethylenediamine C(C)(C)(C)NC(CN)(C)C